The molecule is a triterpenoid saponin that is hederagenin attached to an alpha-L-arabinopyranosyl residue at position 3 via a glycosidic linkage. It has a role as a plant metabolite. It is a triterpenoid saponin, a monosaccharide derivative, a pentacyclic triterpenoid, a hydroxy monocarboxylic acid and an alpha-L-arabinopyranoside. It derives from a hederagenin. It derives from a hydride of an oleanane. C[C@]12CC[C@@H]([C@@]([C@@H]1CC[C@@]3([C@@H]2CC=C4[C@]3(CC[C@@]5([C@H]4CC(CC5)(C)C)C(=O)O)C)C)(C)CO)O[C@H]6[C@@H]([C@H]([C@H](CO6)O)O)O